COCC(C)(C)NC(=O)[C@@H]1CN(CC[C@H]1NC(=O)C1=NOC(=C1)C1=C(C=C(C=C1F)F)F)C1CCCC1 (3R,4R)-1-cyclopentyl-4-{[5-(2,4,6-trifluoro-phenyl)-isoxazole-3-carbonyl]-amino}-piperidine-3-carboxylic acid (2-methoxy-1,1-dimethyl-ethyl)-amide